FC=1C=2CCC2C(=C2CCC12)NC(=O)N[S@@](=O)(=NC(C1=CC=CC=C1)(C1=CC=CC=C1)C1=CC=CC=C1)C=1C=NN2C1O[C@](C2)(C)CO (S,2S)-N-((7-fluorotricyclo[6.2.0.03,6]deca-1,3(6),7-trien-2-yl)carbamoyl)-2-(hydroxymethyl)-2-methyl-N'-trityl-2,3-dihydropyrazolo[5,1-b]oxazole-7-sulfonimidamide